FC1=C(C=CC(=C1)C)C1SC2=CC(=CC=C2C(=C1)C1=CC=C(C=C1)O[C@@H]1CN(CC1)CCCF)C(=O)O (2-fluoro-4-methyl-phenyl)-4-[4-[(3S)-1-(3-fluoropropyl)pyrrolidin-3-yl]oxyphenyl]-2H-thiochromene-7-carboxylic acid